C(C)(C)(C)C1=CC(=CC(=C1O)C)C 6-tert.-Butyl-2,4-dimethylphenol